ClC=1C=CC(=C(N)C1)N1CCOC2(C1)CCOCC2 5-chloro-2-{1,9-dioxa-4-azaspiro[5.5]undecan-4-yl}aniline